2-Bromo-3-(2-ethylhexyl)thiophene BrC=1SC=CC1CC(CCCC)CC